(4-(1-(2,2-difluoroethyl)-2-(trifluoromethyl)-1H-imidazo[4,5-c]pyridin-4-yl)-2,3-difluorophenyl)(morpholin-4-yl)methanone FC(CN1C(=NC=2C(=NC=CC21)C2=C(C(=C(C=C2)C(=O)N2CCOCC2)F)F)C(F)(F)F)F